FC(C(=O)O)(F)F.CC1(NCCCC1)C=C 2-methyl-2-vinylpiperidine trifluoroacetate